4-((7-Methylquinolin-4-yl)oxy)piperidine-1-carboxylic acid tert-butyl ester C(C)(C)(C)OC(=O)N1CCC(CC1)OC1=CC=NC2=CC(=CC=C12)C